C(C)(=O)N1CCC(CC1)N1N=C(C=CC1=O)C(=O)N[C@H](C)C=1SC(=CC1)C1=C(C=CC(=C1)Cl)CNC 1-(1-Acetyl-4-piperidyl)-N-[(1R)-1-[5-[5-chloro-2-(methylaminomethyl)phenyl]-2-thienyl]ethyl]-6-oxo-pyridazine-3-carboxamide